OC(C(=O)N)CCCCCCCCCCCCCCCC Hydroxystearamid